C(C)N1C[C@H]2N(C3=C(C1)C=C(C=N3)C(F)(F)F)CCNC2 (S)-6-ethyl-3-(trifluoromethyl)-6,7,7a,8,10,11-hexahydropyrazino[1,2-a]pyrido[3,2-f][1,4]diazepin